4-(4-fluoro-3-chloroanilino)7-methoxy-6-nitroquinazoline FC1=C(C=C(NC2=NC=NC3=CC(=C(C=C23)[N+](=O)[O-])OC)C=C1)Cl